CN1C(CCC1)C=1N=C2N(C=C(C=C2)NC(=O)C2=CC=3C(=CN=CC3)O2)C1 N-[2-(1-methylpyrrolidin-2-yl)imidazo[1,2-a]pyridin-6-yl]furo[2,3-c]pyridine-2-carboxamide